CC1=C(C=C(C(=O)NC=2C=NC=C(C2)C(F)(F)F)C=C1)[C@H]1CN(CC1)C=1C=NN(C1)C (S)-4-methyl-3-(1-(1-methyl-1H-pyrazol-4-yl)pyrrolidin-3-yl)-N-(5-(trifluoromethyl)pyridin-3-yl)benzamide